2-dimethylamino-2,4,4,6,6,8,8-heptamethylcyclotetrasiloxane CN([Si]1(O[Si](O[Si](O[Si](O1)(C)C)(C)C)(C)C)C)C